FC(C=1C=C(C=C(C1)C(F)(F)F)NC(=S)N[C@@H](C1=NC2=CC=CC(=C2C=C1)C=C)C1=CC=NC2=CC=C(C=C12)OC)(F)F 1-(3,5-bis(trifluoromethyl)phenyl)-3-((R)-(6-methoxyquinolin-4-yl)((1S,2R,4S,5R)-5-vinylquinolin-2-yl)methyl)thiourea